OCC=1C=C(C(=O)O)C=CC1CO 3,4-bis(hydroxymethyl)benzoic acid